(8S)-N-(4-amino-6-methyl-5-(quinolin-3-yl)-6,7,8,9-tetrahydro-[1,2,4]triazino[1,6-a]indol-8-yl)acrylamide NC1=NC=NN2C1=C(C=1C(C[C@@H](CC21)NC(C=C)=O)C)C=2C=NC1=CC=CC=C1C2